N-{2-[bis(carboxymethyl)amino]-4-{[(4-ethoxyphenyl)methyl]oxy}phenyl}-N-(carboxymethyl)glycine C(=O)(O)CN(C1=C(C=CC(=C1)OCC1=CC=C(C=C1)OCC)N(CC(=O)O)CC(=O)O)CC(=O)O